1-[(3S*,4S*)-3-methyl-4-{2-[4-(trifluoromethyl)phenyl]ethenyl}pyrrolidin-1-yl]prop-2-en-1-one C[C@@H]1CN(C[C@H]1C=CC1=CC=C(C=C1)C(F)(F)F)C(C=C)=O |o1:1,5|